5-methyl-6-[3-(1-methylpyrazol-4-yl)-7,8-dihydro-5H-1,6-naphthyridin-6-yl]pyridine CC=1C=CC=NC1N1CC=2C=C(C=NC2CC1)C=1C=NN(C1)C